3-((S)-1-aminoethyl)-8-chloro-2-(1-(2-hydroxypropyl)-1H-pyrazol-3-yl)isoquinolin-1(2H)-one N[C@@H](C)C=1N(C(C2=C(C=CC=C2C1)Cl)=O)C1=NN(C=C1)CC(C)O